N1CC(C1)CN1C2CC(CC1CC2)NC=2C=1C=CC=NC1C=C(N2)NC2=NNC(=C2)C N5-((3-exo)-8-(azetidin-3-ylmethyl)-8-azabicyclo[3.2.1]oct-3-yl)-N7-(5-methyl-1H-pyrazol-3-yl)-1,6-naphthyridine-5,7-diamine